2-(4-(tert-butyl)-3-chloro-2-fluoro-6-methylphenyl)-4-oxo-1,4-dihydro-1,6-naphthyridine-5-carboxamide C(C)(C)(C)C1=C(C(=C(C(=C1)C)C=1NC=2C=CN=C(C2C(C1)=O)C(=O)N)F)Cl